C[C@@H]1O[C@@H](CN(C1)C1=CC=C(C=C1)[C@@H](C)NC(OC(C)(C)C)=O)C tert-butyl (R)-1-(4-((2S,6R)-2,6-dimethylmorpholino)phenyl)ethylcarbamate